ethyl (2,4,6-trimethylbenzoyl)-phenylphosphonite CC1=C(C(=O)C2=C(C=CC=C2)P(OCC)[O-])C(=CC(=C1)C)C